ClC=1C=NC(=C(C(=O)N(C)C(C)C2=C(C=CC(=C2)F)C#N)C1)OC 5-chloro-N-(1-(2-cyano-5-fluorophenyl)ethyl)-2-methoxy-N-methylnicotinamide